methyl 2-(4-amino-3-hydroxyphenyl)-2-methylpropionate NC1=C(C=C(C=C1)C(C(=O)OC)(C)C)O